4-(2,4-difluorobenzyloxy)-3-bromo-1-(4-(hydroxymethyl)-2-methylphenyl)-6-methylpyridin-2(1H)-one FC1=C(COC2=C(C(N(C(=C2)C)C2=C(C=C(C=C2)CO)C)=O)Br)C=CC(=C1)F